ClC1=CC=CC(=C1C(=O)O)F 6-chloro-2-fluorobenzoic acid